(2R,3R,4S,5S)-2-(4-Amino-5-phenethyl-7H-pyrrolo[2,3-d]pyrimidin-7-yl)-5-((((3-methyl-5-phenylisoxazol-4-yl)methyl)thio)methyl)tetrahydrofuran-3,4-diol NC=1C2=C(N=CN1)N(C=C2CCC2=CC=CC=C2)[C@@H]2O[C@@H]([C@H]([C@H]2O)O)CSCC=2C(=NOC2C2=CC=CC=C2)C